4-methoxy-1-benzofuran COC1=CC=CC2=C1C=CO2